tert-butyl (3S)-3-[4-[5-(cyclopropylmethoxy)-2-fluoro-anilino]pyrido[3,2-d]pyrimidin-6-yl]oxypyrrolidine-1-carboxylate C1(CC1)COC=1C=CC(=C(NC=2C3=C(N=CN2)C=CC(=N3)O[C@@H]3CN(CC3)C(=O)OC(C)(C)C)C1)F